ClC1=C(C=C(C=C1)C(C(F)(F)F)C1=NN(C(C=C1S(=O)(=O)NC)=O)C)F (1-(4-chloro-3-fluorophenyl)-2,2,2-trifluoroethyl)-N,1-dimethyl-6-oxo-1,6-dihydropyridazine-4-sulfonamide